(3,6-Dihydro-2H-pyran-4-yl)-boronic acid pinacol ester O1CCC(=CC1)B1OC(C)(C)C(C)(C)O1